1-[(2-methyl-5-phenyl-1,3-thiazol-4-yl)carbonyl]-2-(phenylethynyl)piperidine CC=1SC(=C(N1)C(=O)N1C(CCCC1)C#CC1=CC=CC=C1)C1=CC=CC=C1